FC=1C=C(C=C(C1)F)C=1C=C2C=NN(C2=C(C1)C(=O)N[C@@H](C)C1=CC=C(C(=O)O)C=C1)CC1=CC(=CC=C1)C(F)(F)F (S)-4-(1-(5-(3,5-difluorophenyl)-1-(3-(trifluoromethyl)benzyl)-1H-indazole-7-carboxamido)ethyl)benzoic acid